trans-N1-(5-(3-(2-fluoroethyl)-2-methyl-3H-imidazo[4,5-b]pyridin-5-yl)pyrrolo[2,1-f][1,2,4]triazin-2-yl)-N4-methylcyclohexane-1,4-diamine FCCN1C(=NC=2C1=NC(=CC2)C=2C=CN1N=C(N=CC12)N[C@@H]1CC[C@H](CC1)NC)C